4-(5-(trifluoromethyl)pyrimidin-2-yl)-3,6-dihydropyridine-1(2H)-carboxylic acid tert-butyl ester C(C)(C)(C)OC(=O)N1CCC(=CC1)C1=NC=C(C=N1)C(F)(F)F